NC1=NC=NN2C1=C(C(=N2)C2=CC=C(C=C2)NC(C=C)=O)C2=CC=C(C=C2)OC2CCC2 N-(4-(4-amino-5-(4-cyclobutoxyphenyl)pyrazolo[5,1-f][1,2,4]triazin-6-yl)phenyl)acrylamide